FC(C1=CC=C(C=C1)C=1N(C2=CC=CC=C2C1)S(=O)(=O)C1=CC=C(C=C1)C)(F)F 2-(4-trifluoromethylphenyl)-1-[(4-methylphenyl)sulfonyl]-1H-indole